BrC=1C(=CC(=NC1OC)C(=O)OC)Cl Methyl 5-bromo-4-chloro-6-methoxypicolinate